C(C)(C)(C)OC(=O)N1N=C(C2=C(C=C(C=C12)N1CCN(CC1)C(=O)OC(C)(C)C)Cl)NC1=NN2C(C(=NC(=C2)C)C)=C1.CC1=C(C=C(C(=C1)C=CC)C)C1=CC2=CC=CC=C2C=C1 2-(2,5-dimethyl-4-propenylphenyl)naphthalene tert-butyl-6-(4-tert-butoxycarbonylpiperazin-1-yl)-4-chloro-3-[(4,6-dimethylpyrazolo[1,5-a]pyrazin-2-yl)amino]indazole-1-carboxylate